C(OC=1C(=NC=C(C1)CN1C[C@H](NCC1)C1=C(C=CC=C1)C)N1CCOCC1)([2H])([2H])[2H] (R)-4-(3-(methoxy-d3)-5-((3-(o-tolyl)piperazin-1-yl)methyl)pyridin-2-yl)morpholine